N=1NC=C2C3(CC4=C(C12)C=C(O4)C(=O)[O-])CC3 2',5'-dihydrospiro[cyclopropane-1,4'-furo[2,3-g]indazole]-7'-carboxylate